2-(5,5,8a-trimethyl-2-methylene-decalin-1-yl)ethanol CC1(C2CCC(C(C2(CCC1)C)CCO)=C)C